ClC=1C(=C2CC(CC2=CC1)NC=1C=CC(=NC1)[C@@H](C(F)(F)F)N(C(=O)C1CCS(CC1)(=O)=O)C)COC N-((1S)-1-(5-((5-Chloro-4-(methoxymethyl)-2,3-dihydro-1H-inden-2-yl)amino)pyridin-2-yl)-2,2,2-trifluoroethyl)-N-methyltetrahydro-2H-thiopyran-4-carboxamide 1,1-dioxide